3-(5-(4-((1-(4-((5-Hydroxy-2-(4-hydroxyphenyl)-3-methyl-1H-indol-1-yl)-methyl)phenyl)piperidin-4-yl)methyl)piperazin-1-yl)-1-oxoisoindolin-2-yl)piperidine-2,6-dione OC=1C=C2C(=C(N(C2=CC1)CC1=CC=C(C=C1)N1CCC(CC1)CN1CCN(CC1)C=1C=C2CN(C(C2=CC1)=O)C1C(NC(CC1)=O)=O)C1=CC=C(C=C1)O)C